N-cyclopropyl-N-(1-(2-(pyrrolidin-1-yl)-4-(trifluoromethyl)benzyl)piperidin-4-yl)-1H-1,2,4-triazole-1-carboxamide C1(CC1)N(C(=O)N1N=CN=C1)C1CCN(CC1)CC1=C(C=C(C=C1)C(F)(F)F)N1CCCC1